CC/C=C\\C/C=C\\C/C=C\\C/C=C\\C=C\\C(CCCC(=O)O)O The molecule is a hydroxyicosapentaenoic acid that consists of 6E,8Z,11Z,14Z,17Z-icosapentaenoic acid with the hydroxy group located at position 5. It has a role as a mouse metabolite. It is a conjugate acid of a 5-HEPE(1-).